(1-(2,7-dichloro-8-fluoro-5-methylpyrido[4,3-d]pyrimidin-4-yl)azetidin-3-yl)methanol ClC=1N=C(C2=C(N1)C(=C(N=C2C)Cl)F)N2CC(C2)CO